Tert-butyl 3-((tert-butoxycarbonyl) (methyl) amino)-4-morpholino-4-oxobutanoate C(C)(C)(C)OC(=O)N(C(CC(=O)OC(C)(C)C)C(=O)N1CCOCC1)C